O=C(\C=C(\C)/[O-])C.[Co+3].O=C(\C=C(\C)/[O-])C.O=C(\C=C(\C)/[O-])C cobalt(III) (Z)-4-oxopent-2-en-2-olate